N-(tert-butyldimethylsilyl)-1-(difluoromethyl)-4-fluoro-N'-((3-methyl-2-(trifluoromethyl)-6,7-dihydro-5H-cyclopenta[b]pyridin-4-yl)carbamoyl)-1H-pyrazole-3-sulfonimidamide [Si](C)(C)(C(C)(C)C)NS(=O)(=NC(NC1=C2C(=NC(=C1C)C(F)(F)F)CCC2)=O)C2=NN(C=C2F)C(F)F